tert-butyl (2-(4-amino-2-methylphenyl)-2-azaspiro[3.3]heptan-6-yl)carbamate NC1=CC(=C(C=C1)N1CC2(C1)CC(C2)NC(OC(C)(C)C)=O)C